1-(5-Methyl-1,3,6,7,8,9-hexahydro-2,4,7-triaza-cyclopenta[a]naphthalen-2-yl)-2-(1-pyridin-3-yl-azetidin-3-yl)-ethanone hydrochloride Cl.CC=1N=C2C(=C3CCNCC13)CN(C2)C(CC2CN(C2)C=2C=NC=CC2)=O